2-(2-methylcyclohexylidene)propanal CC1C(CCCC1)=C(C=O)C